(1S,5R)-3-benzyl-5-(trifluoromethyl)-3-azabicyclo[3.1.0]hexane-1-carboxylic acid C(C1=CC=CC=C1)N1C[C@@]2(C[C@@]2(C1)C(F)(F)F)C(=O)O